(R)-1-(2-chloro-5-fluorophenyl)-6-fluoro-4-oxo-7-(2-((pyridin-2-yloxy)methyl)pyrrolidin-1-yl)-1,4-dihydroquinoline-3-carboxylic acid ClC1=C(C=C(C=C1)F)N1C=C(C(C2=CC(=C(C=C12)N1[C@H](CCC1)COC1=NC=CC=C1)F)=O)C(=O)O